OC1=CC(=C(CNC(COC(\C=C(\CCC=C(C)C)/C)=O)=O)C=C1OC)I.N1(CCOCC1)CCSC1=NC=CC(=N1)NC1=CC(=C(C=C1)F)Cl 2-(2-(morpholinyl)ethylsulfanyl)-4-(3-chloro-4-fluoroanilino)pyrimidine (E)-2-((4-hydroxy-2-iodo-5-methoxybenzyl)amino)-2-oxoethyl-3,7-dimethylocta-2,6-dienoate